Hexamethylene bis[3-(3,5-di-tert-butyl-4-hydroxy phenyl) propionate] C(C)(C)(C)C=1C=C(C=C(C1O)C(C)(C)C)CCC(=O)OCCCCCCOC(CCC1=CC(=C(C(=C1)C(C)(C)C)O)C(C)(C)C)=O